N4-(5-(2-fluorophenyl)pyridin-3-yl)-N6-(2-methoxy-5-methyl-4-(4-(4-methylpiperazin-1-yl)piperidin-1-yl)phenyl)pyrimidine-4,6-diamine FC1=C(C=CC=C1)C=1C=C(C=NC1)NC1=NC=NC(=C1)NC1=C(C=C(C(=C1)C)N1CCC(CC1)N1CCN(CC1)C)OC